NC=1C=C2C=C(C(N(C2=CC1)C)=O)OCC(C)=O 6-amino-1-methyl-3-(2-oxopropoxy)quinolin-2(1H)-one